7-methoxy-2-methyl-6-(4,4,5,5-tetramethyl-1,3,2-dioxaborolan-2-yl)isoquinolin-1-one COC1=C(C=C2C=CN(C(C2=C1)=O)C)B1OC(C(O1)(C)C)(C)C